2-(piperidin-4-ylethynyl)-5-(3H-pyrrolo[2,3-c]isoquinolin-8-yl)thiazole N1CCC(CC1)C#CC=1SC(=CN1)C1=CC=2C3=C(N=CC2C=C1)NC=C3